C(C)(C)(C)[Si](C1=CC=CC=C1)(C1=CC=CC=C1)OC(C)C1OC1 tert-butyl[1-(oxiran-2-yl)ethoxy]diphenylsilane